BrC1=C(C=C(C=C1)I)C[C@H](C)NC(=O)OCC1C2=CC=CC=C2C=2C=CC=CC12 (2S)-3-(2-bromo-5-iodophenyl)-2-(9H-fluoren-9-ylmethoxycarbonylamino)propane